1-(4-(2-((5-(1H-pyrazol-4-yl)thiazolo[5,4-b]pyridin-2-yl)amino)pyridin-4-yl)piperazin-1-yl)-2-(dimethylamino)ethanone N1N=CC(=C1)C1=CC=C2C(=N1)SC(=N2)NC2=NC=CC(=C2)N2CCN(CC2)C(CN(C)C)=O